N[C@H]1CS(C2=C(N(C1=O)CC1=CC=C(C=C1)Cl)C=C(C(=C2)F)C=2OC(=NN2)N2CCN(CC2)C)(=O)=O (3R)-3-amino-5-[(4-chlorophenyl)methyl]-8-fluoro-7-[5-(4-methylpiperazin-1-yl)-1,3,4-oxadiazol-2-yl]-1,1-dioxo-2,3-dihydro-1lambda6,5-benzothiazepin-4-one